(R)-3-(1-((7-methoxy-2-methyl-6-(2-methyl-1-oxo-2,8-diazaspiro[4.5]decane-8-yl)quinazolin-4-yl)amino)ethyl)-2-methylbenzonitrile COC1=C(C=C2C(=NC(=NC2=C1)C)N[C@H](C)C=1C(=C(C#N)C=CC1)C)N1CCC2(CCN(C2=O)C)CC1